4-(1-(tert-butyl)-3-(4-chloro-3-fluorophenyl)-1H-pyrrolo[2,3-b]pyridine-6-carbonyl)-1,4-diazepan-2-one C(C)(C)(C)N1C=C(C=2C1=NC(=CC2)C(=O)N2CC(NCCC2)=O)C2=CC(=C(C=C2)Cl)F